CC(C(=O)O)CCCCCCC\C=C/CCCCCC.C(CC(=O)O)(=O)SCCNC(CCNC([C@@H](C(COP(OP(OC[C@@H]1[C@H]([C@H]([C@@H](O1)N1C=NC=2C(N)=NC=NC12)O)OP(=O)(O)O)(=O)O)(=O)O)(C)C)O)=O)=O malonyl-coA methyl-(Z)-heptadec-10-enoate